COC(=O)C=1C=CC2=C(N(C(=N2)S)CC2OCCC2)C1 2-Mercapto-1-((tetrahydrofuran-2-yl)methyl)-1H-benzo[d]imidazole-6-carboxylic acid methyl ester